ethyl 4-((tert-butoxycarbonyl) amino)-5-(4-cyano-2,5-dihydrofuran-3-yl)-1H-pyrrole-2-carboxylate C(C)(C)(C)OC(=O)NC=1C=C(NC1C=1COCC1C#N)C(=O)OCC